COCC(N1C(N[C@@H](C1)C(F)(F)F)=O)C1=CC(=NC=C1)NC([C@H](C1CCC(CC1)C)NC(=O)C=1NC=CN1)=O N-((1S)-2-((4-(2-methoxy-1-((S)-2-oxo-4-(trifluoromethyl)imidazolidin-1-yl)ethyl)pyridin-2-yl)amino)-1-((1r,4S)-4-methylcyclohexyl)-2-oxoethyl)-1H-imidazole-2-carboxamide